NC(C(=O)NC=1N=C2N(C=C(N=C2)C2=C3C=NNC3=C(C(=C2Cl)F)NC(C)C)C1)=C (S)-2-amino-N-(6-(5-chloro-6-fluoro-7-(isopropylamino)-1H-indazol-4-yl)imidazo[1,2-a]pyrazin-2-yl)acrylamide